C(C)(=O)[O-].C(C)(=O)O.C(C)(=O)[O-].C(C)(=O)[O-].[Gd+3] gadolinium tetraacetate